C(C)(C)(C)OC(=O)N1C=CC=2C1=NC(=CC2Br)C 4-bromo-6-methyl-pyrrolo[2,3-b]pyridine-1-carboxylic acid tert-butyl ester